OCC(CC1(CCC2(OCCO2)CC1)O)(C)C 8-(3-hydroxy-2,2-dimethylpropyl)-1,4-dioxaspiro[4.5]decan-8-ol